2-hydroxy-6,7-dimethoxybenzoxazole OC=1OC2=C(N1)C=CC(=C2OC)OC